ethyl 3-(4-chlorophenyl)-2,3-dibromopropionate ClC1=CC=C(C=C1)C(C(C(=O)OCC)Br)Br